(S)-1-[(S)-1-[(3-{(6-Aza-6-spiro[2.5]octyl)methyl}-1,5-dioxa-9-aza-9-spiro[5.5]undecyl)carbonyl]-3-methylbutyl]-3-isobutyl-4-methyl-2-piperazinone C1CC12CCN(CC2)CC2COC1(OC2)CCN(CC1)C(=O)[C@H](CC(C)C)N1C([C@@H](N(CC1)C)CC(C)C)=O